2,2'-methylenebis(3-methylnaphthalen-1-ol) C(C1=C(C2=CC=CC=C2C=C1C)O)C1=C(C2=CC=CC=C2C=C1C)O